3-(methoxymethyl)tetrahydrofuran COCC1COCC1